ClC1=CC=C(C(=N1)C(=O)O)N[C@H](C)C=1C=C(C=C2C(N(C(=NC12)N1C[C@@H]2C([C@@H]2C1)OC(=O)N1CCCC1)C)=O)C 6-chloro-3-(((R)-1-(3,6-dimethyl-4-oxo-2-((1R,5S,6S)-6-((pyrrolidine-1-carbonyl)oxy)-3-azabicyclo[3.1.0]hexan-3-yl)-3,4-dihydroquinazolin-8-yl)ethyl)amino)picolinic acid